C(CCC)NC1=CC=C(C=C1)NCCCC N,N'-Di-n-butyl-para-phenylendiamin